methyl 3-methyl-2-[3-(1,1,2,2,3,3,4,4,4-nonafluorobutylsulfonyloxy)isoxazole-5-yl]butanoate CC(C(C(=O)OC)C1=CC(=NO1)OS(=O)(=O)C(C(C(C(F)(F)F)(F)F)(F)F)(F)F)C